(R)-5-fluoro-7-(trifluoromethyl)isochroman-4-ol FC1=C2[C@H](COCC2=CC(=C1)C(F)(F)F)O